dimethyl-2,6-naphthalenedicarboxylic acid dimethyl ester COC(=O)C1=C(C2=CC=C(C=C2C=C1C)C(=O)OC)C